C1(CC1)S(=O)(=O)N1CCC(=CC1)C=1C=NC=C(C1)C=1C=C2CCC(N(C2=NC1)C)=O 6-(1'-(cyclopropylsulfonyl)-1',2',3',6'-tetrahydro-[3,4'-bipyridinyl]-5-yl)-1-methyl-3,4-dihydro-1,8-naphthyridin-2(1H)-one